C1=C(C=CC2=CC=CC=C12)C(=O)OCC1=C[C@H]2[C@H]3[C@@H](O1)OC([C@@H]2C=C3)=O ((1S,4aS,5R,7aS)-8-oxo-1,4a,5,7a-tetrahydro-1,5-(epoxymethano)cyclopenta[c]pyran-3-yl)methyl 2-naphthoate